N-[3-chloro-4-[7-[(1R)-2-[[2-[2-(dimethylamino)ethylamino]-2-oxo-ethyl]-ethyl-amino]-1-methyl-2-oxo-ethoxy]-2-oxo-chromen-4-yl]phenyl]hexanamide ClC=1C=C(C=CC1C1=CC(OC2=CC(=CC=C12)O[C@@H](C(=O)N(CC)CC(=O)NCCN(C)C)C)=O)NC(CCCCC)=O